fluorovinyl carbonate C(OC=CF)([O-])=O